2-[(4-cyclopentyl-5-cyclopropyl-imidazol-1-yl)methoxy]ethyl-trimethyl-silane C1(CCCC1)C=1N=CN(C1C1CC1)COCC[Si](C)(C)C